N-((5-(difluoromethyl)-6-(thiazol-4-ylmethoxy)-1H-indol-2-yl)methyl)-1-methylcyclopropane-1-carboxamide FC(C=1C=C2C=C(NC2=CC1OCC=1N=CSC1)CNC(=O)C1(CC1)C)F